C(C)(C)(C)OC(=O)N1C[C@H](N(CC1)C1=NC(=C(C=C1)C(F)(F)F)Cl)C(=O)O (S)-4-(tert-Butoxycarbonyl)-1-(6-chloro-5-(trifluoromethyl)pyridin-2-yl)piperazine-2-carboxylic acid